2,3-dimethyl-4-acetyl-N-(2-chlorophenyl)isothiazol-5(2H)-imine CN1SC(C(=C1C)C(C)=O)=NC1=C(C=CC=C1)Cl